C(CCCC)C=1C(=C(C=CC1)O)CCCCC diamyl-phenol